COC(C1C(C(=O)[O-])CCCC1)=O Methylhexahydrophthalate